6-Hydroxy-indolin OC1=CC=C2CCNC2=C1